ClC1=C(C=CC=C1)C1=NN2C(N=C(C=C2N2CCC(CC2)(C(=O)N)C)N(C)CC2COC(OC2)(C)C)=C1C1=CC=C(C=C1)Cl 1-[2-(2-chlorophenyl)-3-(4-chlorophenyl)-5-[(2,2-dimethyl-1,3-dioxan-5-yl)methyl-methyl-amino]pyrazolo[1,5-a]pyrimidin-7-yl]-4-methyl-piperidine-4-carboxamide